5-[2-methyl-4-[[(2R)-1-methylpyrrolidin-2-yl]methoxy]pyrazol-3-yl]-N-(6-methylpyrimidin-4-yl)pyrazolo[1,5-a]pyridin-2-amine CN1N=CC(=C1C1=CC=2N(C=C1)N=C(C2)NC2=NC=NC(=C2)C)OC[C@@H]2N(CCC2)C